methanesulfonyl-aminophosphonate CS(=O)(=O)NP([O-])([O-])=O